(R)-3-(4-(7H-pyrrolo[2,3-d]pyrimidin-4-yl)-1H-pyrazol-1-yl)-3-(cyclopentyl-2,2,3,3,4,4,5,5-d8)propanamide N1=CN=C(C2=C1NC=C2)C=2C=NN(C2)[C@H](CC(=O)N)C2C(C(C(C2([2H])[2H])([2H])[2H])([2H])[2H])([2H])[2H]